1-aminotetralin-2-ol NC1C(CCC2=CC=CC=C12)O